CN(C1=NC=2N(C=C1)N=CC2C(=O)O)C 5-(dimethylamino)pyrazolo[1,5-a]pyrimidine-3-carboxylic acid